C(C)(C)N1CCC=2C(=C(C(=NC2C1)N1CC2(CNC2)CC1)C)C1=C2C=NNC2=CC=C1C 7-isopropyl-3-methyl-4-(5-methyl-1H-indazol-4-yl)-2-(2,6-diazaspiro[3.4]octan-6-yl)-5,6,7,8-tetrahydro-1,7-naphthyridine